(E)-N-(4-(1-(4-(1-(6-((2-(2,6-dioxopiperidin-3-yl)-1,3-dioxoisoindolin-5-yl)thio)hexyl)piperidin-4-yl)benzoyl)piperidin-4-yl)butyl)-3-(pyridin-3-yl)acrylamide O=C1NC(CCC1N1C(C2=CC=C(C=C2C1=O)SCCCCCCN1CCC(CC1)C1=CC=C(C(=O)N2CCC(CC2)CCCCNC(\C=C\C=2C=NC=CC2)=O)C=C1)=O)=O